OCC1CCC(CC1)C=1SC2=C(N1)C=C(C(=C2)NC(=O)C2=NC(=NC=C2)C)C(C)(C)O N-[2-[4-(hydroxymethyl)cyclohexyl]-5-(1-hydroxy-1-methyl-ethyl)-1,3-benzothiazol-6-yl]-2-methyl-pyrimidine-4-carboxamide